1-(5-(6-chloro-7-fluoro-3-(1H-imidazol-1-yl)-5-methoxy-1-methyl-1H-indol-2-yl)-4H-1,2,4-triazol-3-yl)ethan-1-ol ClC1=C(C=C2C(=C(N(C2=C1F)C)C=1NC(=NN1)C(C)O)N1C=NC=C1)OC